2-(dibenzylcarbamoyl)benzoic acid C(C1=CC=CC=C1)N(C(=O)C1=C(C(=O)O)C=CC=C1)CC1=CC=CC=C1